C(C1=CC=CC=C1)OCCN1C=C(C(=C1C1=C(C=CC=C1)C(F)(F)F)C)C(=O)Cl 1-(2-(benzyloxy)ethyl)-4-methyl-5-(2-(trifluoromethyl)phenyl)-1H-pyrrole-3-carbonyl chloride